(8-(3-(4-fluorophenyl)-1-methyl-1H-pyrazol-4-yl)imidazo[1,2-b]pyridazin-2-yl)methanamine FC1=CC=C(C=C1)C1=NN(C=C1C=1C=2N(N=CC1)C=C(N2)CN)C